[O-]S(=O)(=O)C(F)(F)F.C1(=CC=CC=C1)[S+](C)C1=CC=CC=C1 diphenyl-(methyl)sulfonium triflate